1-Heptyl-2-Methylpiperidinium acetat C(C)(=O)[O-].C(CCCCCC)[NH+]1C(CCCC1)C